C(CCCCC)C=1C=C(SC1)C1=CC=C(C2=NSN=C21)C=2SC=C(C2)CCCCCC 4,7-bis(4-hexylthienyl)-2,1,3-benzothiadiazole